C(C)(C)(C)OC(NC1CC2(C1)CCN(CC2)C2=C(C=C(C=C2)N)Cl)=O (7-(4-amino-2-chlorophenyl)-7-azaspiro[3.5]nonan-2-yl)carbamic acid tert-butyl ester